methyl 6-(6-cyclopropoxypyridin-3-yl)pyrazine-2-carboxylate C1(CC1)OC1=CC=C(C=N1)C1=CN=CC(=N1)C(=O)OC